C1(CC1)C1=C(C(=NO1)C1=C(C=CC=C1Cl)Cl)COC1CCN(CC1)C1=CC=C(S1)/C(/N)=N/O (Z)-5-(4-((5-cyclopropyl-3-(2,6-dichlorophenyl)isoxazol-4-yl)methoxy)piperidin-1-yl)-N'-hydroxythiophene-2-carboximidamide